NCC(=O)OC(CCCCCCC)=O caprylyl glycinate